2-(2,3,4,7-tetrahydro-1H-pyrrolo[3',2':5,6]pyrido[2,3-b][1,4]oxazepin-1-yl)benzoate N1(C2=C(OCCC1)N=C1C(=C2)C=CN1)C1=C(C(=O)[O-])C=CC=C1